α-Galactose O[C@@H]1[C@H](O)[C@@H](O)[C@@H](O)[C@H](O1)CO